FC(=CC1=CC=C(C(=C1N1CC2(CCC1)CCN(CC2)C(=O)OC(C)(C)C)C(F)(F)F)OC2=CC=CC=C2)F tert-Butyl 2-(6-(2,2-difluorovinyl)-3-phenoxy-2-(trifluoromethyl)phenyl)-2,9-diazaspiro[5.5]undecane-9-carboxylate